C(C)(C)(C)OC(=O)N(C(C(=O)OC)CC1=CSC=C1C#N)C methyl 2-[tert-butoxycarbonyl(methyl)amino]-3-(4-cyano-3-thienyl)propanoate